BrC1=NC=C(C(=C1)C#N)F 2-bromo-5-fluoropyridine-4-carbonitrile